F[P-](F)(F)(F)(F)F.C[N+](=C(O)N(C)C)C N,N,N',N'-tetra-methyl-uronium hexafluorophosphate